BrC=1C=C(C(O[C@H](C(=O)O)C)=C(C1)[2H])[2H] (S)-2-[p-bromo(2,6-2H2)phenoxy]propionic acid